CC1(N2CCCC(NCCNCCNCCC1CC1=NC=CC=C1)C2)C dimethyl-3-(pyridin-2-ylmethyl)-1,6,9,12-tetraazabicyclo[11.3.1]heptadecane